N-((S)-1,1-dicyclohexyl-3-((4-((S)-1-((2,2-difluoro-3-hydroxypropyl)amino)-1-oxopropan-2-yl)-2-fluorophenyl)amino)-3-oxopropan-2-yl)-1-isopropyl-1H-pyrazole-5-carboxamide C1(CCCCC1)C([C@@H](C(=O)NC1=C(C=C(C=C1)[C@@H](C(=O)NCC(CO)(F)F)C)F)NC(=O)C1=CC=NN1C(C)C)C1CCCCC1